O=C1CC(CN1C1=CC=C(C=C1)OC(F)(F)F)COC1=CC=C(C=C1)C1=NC=2N=CN(C(C2N1)=O)CCC 8-{4-[5-Oxo-1-(4-trifluoromethoxy-phenyl)-pyrrolidin-3-ylmethoxy]-phenyl}-1-propyl-1,7-dihydro-purin-6-one